8-(4-(4,6-bis(naphthalen-2-yl)-1,3,5-triazin-2-yl)phenyl)quinoline C1=C(C=CC2=CC=CC=C12)C1=NC(=NC(=N1)C1=CC2=CC=CC=C2C=C1)C1=CC=C(C=C1)C=1C=CC=C2C=CC=NC12